5-(benzyloxy)-2-methyl-N-(2-oxopiperidin-4-yl)benzofuran-3-carboxamide C(C1=CC=CC=C1)OC=1C=CC2=C(C(=C(O2)C)C(=O)NC2CC(NCC2)=O)C1